[Cl-].[Cl-].C1(C=CC=C1)[Zr+2]C1C=CC2=C(C=CC(=C12)C)C cyclopentadienyl(4,7-dimethylindenyl)zirconium dichloride